C(C1=CC=CC=C1)OC(=O)N[C@@H](C)C(=O)N[C@H](C)C(=O)O N-[(benzyloxy)-carbonyl]-L-alanyl-D-alanine